potassium undecylenoyl alaninate N[C@@H](C)C(=O)OC(CCCCCCCCC=C)=O.[K]